N-(2-methoxy-1-methyl-ethyl)-6-[3-(5-methoxymethyl-isoxazol-3-yl)-[1,2,4]triazolo[3,4-a]phthalazin-6-yloxymethyl]-nicotinamide COCC(C)NC(C1=CN=C(C=C1)COC1=NN2C(C3=CC=CC=C13)=NN=C2C2=NOC(=C2)COC)=O